C1(=CC=C(C=C1)C1=NC(=C2N=CNC2=N1)C1=CC=C(C=C1)C)C 2,6-bis(4-tolyl)-9H-purine